C/C(/C(C)=O)=C(/C(C(C)(C)C)C)\C (Z)-3,4,5,6,6-pentamethylhept-3-en-2-one